(3-methylpyrazole) titanium [Ti].CC1=NNC=C1